[Na].[Mn].[Fe].[Na] sodium iron-manganese sodium